2-(2-bromo-6-ethyl-7-(4-(5-hydroxy-6-methylpyrimidine-4-carbonyl)piperazin-1-yl)-3-methyl-8-oxopyrido[2,3-b]pyrazin-5(8H)-yl)-N-(2-chloro-4-(trifluoromethyl)phenyl)acetamide BrC=1N=C2C(=NC1C)N(C(=C(C2=O)N2CCN(CC2)C(=O)C2=NC=NC(=C2O)C)CC)CC(=O)NC2=C(C=C(C=C2)C(F)(F)F)Cl